(3S)-3-(2-(5-(2-(azetidin-1-yl)ethyl)-2-oxo-4-(trifluoromethyl)pyridin-1(2H)-yl)-4-methylpentanamido)-3-(2,2',4-trifluoro-4',6'-dimethyl-5-(trifluoromethyl)biphenyl-3-yl)propanoic acid N1(CCC1)CCC=1C(=CC(N(C1)C(C(=O)N[C@@H](CC(=O)O)C=1C(=C(C=C(C1F)C(F)(F)F)C1=C(C=C(C=C1C)C)F)F)CC(C)C)=O)C(F)(F)F